IC1=C(C=CC(=C1)[N+](=O)[O-])CC(=O)N1CCCCC1 2-(2-iodo-4-nitrophenyl)-1-(piperidin-1-yl)ethan-1-one